(±)-tert-butyl 1-(2-(methylsulfinylmethyl)-4-nitrophenyl)cyclopropylcarbamate C[S@@](=O)CC1=C(C=CC(=C1)[N+](=O)[O-])C1(CC1)NC(OC(C)(C)C)=O |r|